ClC1=CC(=NC(=C1)N1CCOCC1)C(C=CN(C)C)=O 1-[4-chloro-6-(morpholin-4-yl)pyridin-2-yl]-3-(dimethylamino)prop-2-en-1-one